NC1=C(C=CC=C1)CS(=O)(=O)[O-].[Na+] sodium (2-aminophenyl)methanesulfonate